1-(1-(((tert-butyldiphenylsilyl)oxy)methyl)-2,2-difluorocyclopropyl)-N,N-dimethylmethanamine [Si](C1=CC=CC=C1)(C1=CC=CC=C1)(C(C)(C)C)OCC1(C(C1)(F)F)CN(C)C